CC1=C(OC(C(=O)O)(C)C)C(=CC(=C1)CN1C(N(CC1C)C1=CC=C(C=C1)C(F)(F)F)=O)C 2-(2,6-Dimethyl-4-((5-methyl-2-oxo-3-(4-(trifluoromethyl)phenyl)imidazolin-1-yl)methyl)phenoxy)-2-methylpropanoic acid